(R)-4-((3-(2-((6-acetyl-2,6-diazaspiro[3.4]octan-2-yl)methyl)acrylamido)piperidin-1-yl)methyl)-N-(4-(4-morpholino-7H-pyrrolo[2,3-d]pyrimidin-6-yl)phenyl)picolinamide C(C)(=O)N1CC2(CN(C2)CC(C(=O)N[C@H]2CN(CCC2)CC2=CC(=NC=C2)C(=O)NC2=CC=C(C=C2)C2=CC3=C(N=CN=C3N3CCOCC3)N2)=C)CC1